C1(CC1)CN(C/C=C/S(=O)(NC(NC1=C2CCCC2=CC=2CCCC12)=O)=N)C (E)-3-((cyclopropylmethyl)(methyl)amino)-N-((1,2,3,5,6,7-hexahydro-s-indacen-4-yl)carbamoyl)prop-1-ene-1-sulfonimidamide